C(CC=C)C1OC(OC1)=O 4-(3-butenyl)-1,3-dioxolan-2-one